ClC=1C=C(C=2N(N1)C(=CN2)F)N2CC(C(C2)OC)(F)F 6-chloro-8-(3,3-difluoro-4-methoxypyrrolidin-1-yl)-3-fluoroimidazo[1,2-b]pyridazine